F[C@H]1C[C@H](N(C1)C(CN1CCC(CC1)OC1=CC=NC2=C(C=CC=C12)C)=O)C#N (2S,4S)-4-fluoro-1-[2-[4-[(8-methyl-4-quinolyl)oxy]-1-piperidyl]acetyl]pyrrolidine-2-carbonitrile